CO[Si](C(C)[Si](OC)(OC)OC)(OC)OC 1,1-bis(trimethoxysilyl)ethane